BrC1=C(C2=C(CB(O2)O)C=C1)C 6-bromo-2-hydroxy-7-methyl-1,2-benzoxaborole